tertiary butylamino(dimethyl)chlorosilane C(C)(C)(C)N[Si](Cl)(C)C